ClC1=NC=2CCCC(C2C=C1)NS(=O)C(C)(C)C N-(2-chloro-5,6,7,8-tetrahydroquinolin-5-yl)-2-methylpropane-2-sulfinamide